Pyridine-1-ium [NH+]1=CC=CC=C1